(6-hydroxy-5,5-dimethyl-8-oxo-5,8-dihydroindolizin-7-carbonyl)glycine OC=1C(N2C=CC=C2C(C1C(=O)NCC(=O)O)=O)(C)C